ethyl (2-cyano-2-(2-(3,5-dichloro-4-((2-(4-methylbenzyl)-1-oxo-1,2,3,4-tetrahydroisoquinolin-6-yl)oxy)phenyl)hydrazono)acetyl)carbamate C(#N)C(C(=O)NC(OCC)=O)=NNC1=CC(=C(C(=C1)Cl)OC=1C=C2CCN(C(C2=CC1)=O)CC1=CC=C(C=C1)C)Cl